tert-Butyl (17-hydroxy-3,6,9,12,15-pentaoxaheptadecyl)(methyl)carbamate OCCOCCOCCOCCOCCOCCN(C(OC(C)(C)C)=O)C